C(C)(C)(C)C1=NN(C(=C1)NC(=O)NC1=C(C=C(C=C1)OC1=CC=NC=2NC(C=NC21)=O)F)C(C)C 1-(3-(tert-butyl)-1-isopropyl-1H-pyrazol-5-yl)-3-(2-fluoro-4-((3-oxo-3,4-dihydropyrido[2,3-b]pyrazin-8-yl)oxy)phenyl)urea